OC=1C=C(C=CC1O)C=1OC2=CC(=CC(=C2C(C1O)=O)O)O 2-(3,4-dihydroxyphenyl)-3,5,7-trihydroxychromen-4-one